2-(phenylethynyl)nitrobenzene t-amyl-peroxyneodecanoate C(C)(C)(CC)OOC(CCCCCC(C)(C)C)=O.C1(=CC=CC=C1)C#CC1=C(C=CC=C1)[N+](=O)[O-]